N-((3R,4S,6R)-4-azido-6-((S)-1-(4-fluorophenyl)-1,2,3,4-tetrahydroisoquinoline-2-carbonyl)tetrahydro-2H-pyran-3-yl)-2,2,2-trifluoroacetamide N(=[N+]=[N-])[C@@H]1[C@H](CO[C@H](C1)C(=O)N1[C@H](C2=CC=CC=C2CC1)C1=CC=C(C=C1)F)NC(C(F)(F)F)=O